Vinylpyridin-N-Oxid C(=C)C1=[N+](C=CC=C1)[O-]